N-((2-(2,6-dioxopiperidin-3-yl)-1-oxoisoindolin-5-yl)methyl)-6-fluoro-2H-chromene-3-carboxamide O=C1NC(CCC1N1C(C2=CC=C(C=C2C1)CNC(=O)C=1COC2=CC=C(C=C2C1)F)=O)=O